FC=1C=CC(=NC1)C(=O)OC methyl 5-fluoropyridine-2-carboxylate